4-(1-(2,2-difluoroethyl)-3-phenyl-1H-pyrazol-4-yl)-7-methoxyquinazolin-6-yl trifluoromethanesulfonate FC(S(=O)(=O)OC=1C=C2C(=NC=NC2=CC1OC)C=1C(=NN(C1)CC(F)F)C1=CC=CC=C1)(F)F